3-(5-(((1s,4s)-5-((4'-chloro-[1,1'-biphenyl]-2-yl)methyl)-2,5-diazabicyclo[2.2.1]heptan-2-yl)methyl)-1-oxoisoindolin-2-yl)piperidine-2,6-dione ClC1=CC=C(C=C1)C1=C(C=CC=C1)CN1[C@@H]2CN([C@H](C1)C2)CC=2C=C1CN(C(C1=CC2)=O)C2C(NC(CC2)=O)=O